C(CCCCCCCCC)NCCCCCN N-decylpentane-1,5-diamine